S(=O)(=O)(O)C1=CC=C(C)C=C1.S(=O)(=O)(O)C1=CC=C(C)C=C1.C(C1=CC=CC=C1)OC([C@H](CSSC[C@@H](C(=O)OCC1=CC=CC=C1)N)N)=O l-cystine dibenzyl ester ditosylate